1-(1-(7-(8-ethyl-7-fluoro-3-hydroxynaphthalen-1-yl)-8-fluoro-2-(((2R,7aS)-2-fluorotetrahydro-1H-pyrrolizin-7a(5H)-yl)methoxy)pyrido[4,3-d]pyrimidin-4-yl)piperidin-3-yl)pyrrolidine C(C)C=1C(=CC=C2C=C(C=C(C12)C1=C(C=2N=C(N=C(C2C=N1)N1CC(CCC1)N1CCCC1)OC[C@]12CCCN2C[C@@H](C1)F)F)O)F